3-(6-piperazin-1-yl-2-pyridyl)-5-(trifluoromethyl)pyrazolo[1,5-a]pyridine N1(CCNCC1)C1=CC=CC(=N1)C=1C=NN2C1C=C(C=C2)C(F)(F)F